5-(9,9-dimethyl-9H-fluoren-2-yl-1,3,4,6,8-d5)-5,8-dihydroindolo[2,3-c]carbazole-2,4,6,7,9,11,12-d7 CC1(C2=C(C=C(C=C2C=2C(=C(C(=C(C12)[2H])N1C2=C(C=C(C=C2C=2C1=C(C(=C1NC3=C(C=C(C(=C3C21)[2H])[2H])[2H])[2H])[2H])[2H])[2H])[2H])[2H])[2H])[2H])C